C(C)OC(=O)C1=C(OC2=C1C=C(C=C2)OCC2CN(CC2)C(=O)OC(C)(C)C)C Tert-Butyl 3-(((3-(Ethoxycarbonyl)-2-Methylbenzofuran-5-Yl)Oxy)Methyl)Pyrrolidine-1-Carboxylate